COC1=C(C=CC=C1)C(CC(C(=O)OCC)=O)=O ethyl 4-(2-methoxyphenyl)-2,4-dioxobutyrate